4-(3,4-dimethylbenzyl)-N-hydroxy-2,2-dimethyl-3-oxo-3,4-dihydro-2H-benzo[b][1,4]oxazine-6-carboxamide CC=1C=C(CN2C3=C(OC(C2=O)(C)C)C=CC(=C3)C(=O)NO)C=CC1C